ClC=1C=C2C(=NC=NC2=CC1C1=C(C=CC=C1)F)NC1CN(C1)C1=C(C(=C(C(=C1SC)F)F)F)F 6-chloro-7-(2-fluorophenyl)-N-(1-(2,3,4,5-tetrafluoro-6-(methylsulfanyl)phenyl)azetidin-3-yl)quinazolin-4-amine